[2-[[(2R)-2-[[(2R)-2-(tert-butoxycarbonylamino)-3-phenyl-propionyl] amino]-5,5,5-trifluoro-pentanoyl] amino] hexanoyl] piperidine-4-carboxylate N1CCC(CC1)C(=O)OC(C(CCCC)NC([C@@H](CCC(F)(F)F)NC([C@@H](CC1=CC=CC=C1)NC(=O)OC(C)(C)C)=O)=O)=O